sodium hydrogen L-glutamate hydrate O.N[C@@H](CCC(=O)[O-])C(=O)O.[Na+]